ClC=1C(N(C(=NC1OCC1=NC=C(C=C1F)F)C)C1=CC(=NC=C1C)Cl)=O 5-chloro-3-(2-chloro-5-methylpyridin-4-yl)-6-((3,5-difluoroPyridin-2-yl)methoxy)-2-methylpyrimidin-4(3H)-one